p-nitrophenyl-p-toluidino carbonate C(ONC1(CC(=C(C=C1)C)C1=CC=CC=C1)[N+](=O)[O-])([O-])=O